(4-aminophenyl)(1-methyl-1H-pyrazol-5-yl)methanone NC1=CC=C(C=C1)C(=O)C1=CC=NN1C